piperidin-3-yl 4-methylnicotinate CC1=CC=NC=C1C(=O)OC1CNCCC1